C(C)(C)(C)OC(=O)N1[C@H](CCCC1)C(CC#N)=O (R)-2-(2-cyanoacetyl)piperidine-1-carboxylic acid tert-butyl ester